N1=C2C(=CC=C1)C=1C(=NC=CC1)C2 cyclopenta[1,2-b:4,3-b']dipyridine